C1CCCCCC=CCCC1 cycloundec-7-ene